N-(2-fluoro-4-methyl-5-(2-morpholino-6-(2-((tetrahydro-2H-pyran-2-yl)oxy)ethoxy)pyridin-4-yl)phenyl)-3-(trifluoromethyl)piperidine-1-carboxamide FC1=C(C=C(C(=C1)C)C1=CC(=NC(=C1)OCCOC1OCCCC1)N1CCOCC1)NC(=O)N1CC(CCC1)C(F)(F)F